(E)-7-(3-(2-methoxybenzylidene)-2,5-diketopyrrolidinyl)-N-hydroxyheptylamide COC1=C(\C=C/2\C(N(C(C2)=O)C(CCCCCC[NH-])O)=O)C=CC=C1